C1(CCC(N1C(C(=O)O)(CCCCCC(=O)O)N1C(CCC1=O)=O)=O)=O.C(CCCCCCC(=O)ON1C(CCC1=O)=O)(=O)ON1C(CCC1=O)=O disuccinimidyl suberate (Disuccinimidyl suberate)